ClC1=CC(=NC(=C1)OC)C=1C(=NC(=NC1)OC)OC 5-(4-chloro-6-methoxypyridin-2-yl)-2,4-dimethoxypyrimidine